N-(5-Chloro-6-(2H-1,2,3-triazol-2-yl)pyridin-3-yl)-1-(1-chloroisochinolin-4-yl)-5-(trifluoromethyl)-1H-pyrazol-4-carboxamid ClC=1C=C(C=NC1N1N=CC=N1)NC(=O)C=1C=NN(C1C(F)(F)F)C1=CN=C(C2=CC=CC=C12)Cl